C(C1=CC=CC=C1)N1N=CC(=C1C(OCC)OCC)C(=O)OCC ethyl 1-benzyl-5-(diethoxymethyl)-1H-pyrazole-4-carboxylate